(4-(1,1-difluoroethyl)phenyl)acetic acid ethyl ester C(C)OC(CC1=CC=C(C=C1)C(C)(F)F)=O